BrC=1C=CC(=C(C1)C=NNC([C@@H](C)SC1=NC2=C(N1)C=CC=C2)=O)O |r| (±)-2-(1H-benzimidazol-2-ylthio)propanoic acid 2-[(5-bromo-2-hydroxyphenyl)methylene]hydrazide